4-(4-chlorophenyl)-N-[rac-(3S)-tetrahydrofuran-3-yl]pyrido[3,4-d]pyridazin-1-amine ClC1=CC=C(C=C1)C=1N=NC(=C2C1C=NC=C2)N[C@@H]2COCC2 |r|